NC1=CC=C(C=C1)S(=O)(=O)NCCOCCOCCOCCOCCN 4-amino-N-(14-amino-3,6,9,12-tetraoxatetradecyl)benzenesulfonamide